4-(2-(1H-imidazol-1-yl)ethoxy)-3-methoxybenzoic acid meglumine salt N(C)C[C@H](O)[C@@H](O)[C@H](O)[C@H](O)CO.N1(C=NC=C1)CCOC1=C(C=C(C(=O)O)C=C1)OC